NCC1(CCCCC1)NC1CC1 1-(aminomethyl)-N-cyclopropylcyclohexane-1-amine